N-[3-[3-[(SR)-[1-[(4aR,8aS)-3-oxo-4,4a,5,7,8,8a-hexahydropyrido[4,3-b][1,4]oxazine-6-carbonyl]-4-piperidinyl]-phenyl-methyl]phenyl]prop-2-ynyl]carbamic acid tert-butyl ester C(C)(C)(C)OC(NCC#CC1=CC(=CC=C1)[C@H](C1=CC=CC=C1)C1CCN(CC1)C(=O)N1C[C@@H]2[C@@H](OCC(N2)=O)CC1)=O |&1:16|